N-[4-(6-amino-5-chloro-pyrimidin-4-yl)oxy-3-fluorophenyl]-1-(1-methyl-3-piperidyl)-5-(trifluoromethyl)pyrazole-4-carboxamide NC1=C(C(=NC=N1)OC1=C(C=C(C=C1)NC(=O)C=1C=NN(C1C(F)(F)F)C1CN(CCC1)C)F)Cl